C12(CCC(CC1)(CC2)O)O bicyclo[2.2.2]-1,4-octanediol